FC(C(C)(C)O)(OC1=CC=C(C2=C1N=C(O2)N2CC1CCC(C2)N1C(=O)OC(C)(C)C)N1N=CC=C1)F tert-Butyl 3-(4-(1,1-difluoro-2-hydroxy-2-methylpropoxy)-7-(1H-pyrazol-1-yl)benzo[d]oxazol-2-yl)-3,8-diazabicyclo[3.2.1]octane-8-carboxylate